(R)-1-((7-chloro-2-(2'-chloro-3'-(3-(((S)-3-hydroxypyrrolidin-1-yl)methyl)-1,7-naphthyridin-8-ylamino)-2-methylbiphenyl-3-yl)benzo[d]oxazol-5-yl)methyl)pyrrolidine-3-carboxylic acid ClC1=CC(=CC=2N=C(OC21)C=2C(=C(C=CC2)C2=C(C(=CC=C2)NC=2N=CC=C1C=C(C=NC21)CN2C[C@H](CC2)O)Cl)C)CN2C[C@@H](CC2)C(=O)O